5-oxa-2-azaspiro[3.4]octan-7-amine C1NCC12OCC(C2)N